2-((1R,5S,6r)-3-(1-(Oxetan-3-yl)-1H-pyrazolo[3,4-b]pyrazin-6-yl)-3-azabicyclo[3.1.0]hexan-6-yl)-5-(trifluoromethyl)benzo[d]thiazole O1CC(C1)N1N=CC=2C1=NC(=CN2)N2C[C@H]1C([C@H]1C2)C=2SC1=C(N2)C=C(C=C1)C(F)(F)F